(E)-3-(7-(4-chlorobenzoyl)-5-hydroxy-5-(p-tolyl)-2,3-dihydro-1H-pyrrolo[1,2-a]imidazole-6(5H)-ylidene)chroman-2,4-dione ClC1=CC=C(C(=O)C=2/C(/C(N3C2NCC3)(C3=CC=C(C=C3)C)O)=C/3\C(OC2=CC=CC=C2C3=O)=O)C=C1